OC1=C(C=CC=C1)C(CCCCCCCCCCCCCCCC)C1=C(C=CC=C1)O 1,1-bis(2-hydroxyphenyl)heptadecane